C12CN(CC2C1)C1=CC=C(C=N1)C(CO[Si](C1=CC=CC=C1)(C1=CC=CC=C1)C(C)(C)C)N1N=CC(=C1)C(=O)OC(C)(C)C tert-butyl 1-(1-(6-(3-azabicyclo[3.1.0]hexan-3-yl)pyridin-3-yl)-2-((tert-butyldiphenylsilyl)oxy)ethyl)-1H-pyrazole-4-carboxylate